NC1=NC=C(C2=C1C(=NN2C)C2=CC=C(C=C2)NS(=O)(=O)C(F)F)I N-(4-(4-amino-7-iodo-1-methyl-1H-pyrazolo[4,3-c]pyridin-3-yl)phenyl)-1,1-difluoromethanesulfonamide